CC1OC1 2-(methyl)oxirane